6-(6-chloro-3-(ethylthio)pyridin-2-yl)-2-(trifluoromethyl)-[1,2,4]triazolo[1,5-a]pyrimidine ClC1=CC=C(C(=N1)C=1C=NC=2N(C1)N=C(N2)C(F)(F)F)SCC